BrC1=CC2=C(NC(OC2)=O)C(=C1)F 6-Bromo-8-fluoro-1,4-dihydro-2H-benzo[d][1,3]oxazine-2-one